FC(CCCCCCCCCCC(F)(F)F)[NH3+] tetrafluorododecyl-ammonium